C(C=C)[C@@H]1[C@@]2(CC[C@](CN1CC=C)(N2C(=O)OC(C)(C)C)F)F tert-butyl (1R,2R,5S)-2,3-diallyl-1,5-difluoro-3,8-diazabicyclo[3.2.1]octane-8-carboxylate